isopropyltrimethylamine tin [Sn].C(C)(C)CN(C)C